2-(1-methyl-1H-pyrazol-4-yl)-5-{[(6R)-5-oxo-1,4-diazepan-6-yl]amino}[1,2,4]triazolo[1,5-c]quinazoline-7-carbonitrile CN1N=CC(=C1)C1=NN2C(=NC3=C(C=CC=C3C2=N1)C#N)N[C@H]1C(NCCNC1)=O